trimethylsilyl (2E)-3-{3-[(trimethylsilyl)oxy]phenyl}acrylate C[Si](OC=1C=C(C=CC1)/C=C/C(=O)O[Si](C)(C)C)(C)C